OC1(CCC1)C=1C(NC=CC1)=O 3-(1-hydroxycyclobutyl)-1H-pyridin-2-one